2-amino-N'-ethyl-N-(1-(8-((1-methyl-1H-pyrazol-4-yl)ethynyl)-1-oxo-2-phenyl-1,2-dihydroisoquinolin-3-yl)ethyl)pyrazolo[1,5-a]pyrimidine-3-carboxamidine NC1=NN2C(N=CC=C2)=C1C(=NCC)NC(C)C=1N(C(C2=C(C=CC=C2C1)C#CC=1C=NN(C1)C)=O)C1=CC=CC=C1